F[C@H](CNC(=O)C=1C=NC=2N(C1NC(C)C)N=C(C2)C=2OC=CN2)C(C)(C)O (R)-N-(2-fluoro-3-hydroxy-3-methylbutyl)-7-(isopropylamino)-2-(oxazol-2-yl)pyrazolo[1,5-a]pyrimidine-6-carboxamide